butyl-3-(cyclopropylmethoxy)-4-(difluoromethoxy)benzoic acid C(CCC)C1=C(C(=O)O)C=CC(=C1OCC1CC1)OC(F)F